ClC=1C=C2C(=NC(=NC2=C(C1C1=C(C=CC=C1O)F)F)OC[C@H]1N(CCC1)C)N1C[C@H](N(C[C@@H]1C)C(C=C)=O)C 1-((2R,5S)-4-((S)-6-chloro-8-fluoro-7-(2-fluoro-6-hydroxyphenyl)-2-(((S)-1-methylpyrrolidin-2-yl)methoxy)quinazolin-4-yl)-2,5-dimethylpiperazin-1-yl)prop-2-en-1-one